4-(3-chloro-4-fluoroanilino)-7-(benzenesulfonyl)-6-nitroquinazoline ClC=1C=C(NC2=NC=NC3=CC(=C(C=C23)[N+](=O)[O-])S(=O)(=O)C2=CC=CC=C2)C=CC1F